BrC1=CC=C(C(=N1)C(F)F)OC[C@](CC(C)C)(N)C (S)-1-{[6-bromo-2-(difluoromethyl)pyridin-3-yl]oxy}-2,4-dimethylpentan-2-amine